FC(C1=CC=C(C=C1)CN1C2=C(C3=CC=CC=C13)C=C(N=C2)C(=O)O)(F)F 9-{[4-(trifluoromethyl)phenyl]methyl}-9H-pyrido[3,4-b]indole-3-carboxylic acid